ethyl 2-(5-allyl-3-methyl-2-oxopyridin-1(2H)-yl)-4-methylpentanoate C(C=C)C=1C=C(C(N(C1)C(C(=O)OCC)CC(C)C)=O)C